(R)-2-(4-chloro-7-((2-((1-(5-methylfuran-2-yl)propyl)amino)-3,4-dioxabut-1-en-1-yl)amino)-1-oxoisoindolin-2-yl)-4-methoxybenzoic acid ClC1=C2CN(C(C2=C(C=C1)NC=C(OO)N[C@H](CC)C=1OC(=CC1)C)=O)C1=C(C(=O)O)C=CC(=C1)OC